C[C@]12CC(C[C@](CCC1)(N2)C)N(C2=CC=C(N=N2)C2=C(C=C(C=C2)C2=CC(N(N=C2)C)=O)O)C 5-(4-(6-(((1R,3s,5S)-1,5-dimethyl-9-azabicyclo[3.3.1]nonan-3-yl)(methyl)amino)pyridazin-3-yl)-3-hydroxylphenyl)-2-methylpyridazin-3(2H)-one